[Au].[Ca].[Zn] zinc-calcium-gold